C(CC=C)N1C(C2=C(C(=C1)B1OC(C(O1)(C)C)(C)C)C=CN2S(=O)(=O)C2=CC=C(C)C=C2)=O 6-(but-3-en-1-yl)-4-(4,4,5,5-tetramethyl-1,3,2-dioxaborolan-2-yl)-1-tosyl-1H-pyrrolo[2,3-c]Pyridin-7(6H)-one